7-benzyl-2-(5-(4-fluoro-2-(4-isopropylpyrimidin-5-yl)phenoxy)pyrimidin-4-yl)-2-azaspiro[4.4]nonane C(C1=CC=CC=C1)C1CC2(CCN(C2)C2=NC=NC=C2OC2=C(C=C(C=C2)F)C=2C(=NC=NC2)C(C)C)CC1